C(C=C)(=O)N1CC(CC(C1)C)C N-acryloyl-3,5-dimethylpiperidine